3,4-dihydrofuran-2,5-dione O1C(CCC1=O)=O